[Si](C)(C)(C(C)(C)C)OC1=CC(=C(C=C1)NC1=NC=C(C(=N1)NCC=1C=C(C=CC1)N(S(=O)(=O)C)C)C(F)(F)F)C N-(3-(((2-((4-((Tert-butyldimethylsilyl)oxy)-2-methylphenyl)amino)-5-(trifluoro-methyl)pyrimidin-4-yl)amino)methyl)phenyl)-N-methylmethanesulfonamide